BrC(=C)C(F)(F)F 2-Bromo-3,3,3-trifluoro-prop-1-ene